7-(2-chloro-6-methyl-phenyl)-N-(1-methyl-4-piperidyl)isoquinolin-5-amine ClC1=C(C(=CC=C1)C)C=1C=C(C=2C=CN=CC2C1)NC1CCN(CC1)C